N,N,N-tris(2-aminoethyl)amine NCCN(CCN)CCN